BrCC12CC(C1)(C2)N 3-(Bromomethyl)bicyclo[1.1.1]pentane-1-amine